bis-hydroxyterephthalic acid OC=1C(=C(C(=O)O)C=CC1C(=O)O)O